6-Chloro-1-(cyclopropylmethyl)-3-methyl-1H-pyrazolo[3,4-b]pyridine ClC1=CC=C2C(=N1)N(N=C2C)CC2CC2